1,3-dioxo-6-(4,4,5,5-tetramethyl-1,3,2-dioxaborolan-2-yl)-1H-benzo[de]isoquinolin O=C1NC(C2=C3C(C=CC=C13)=C(C=C2)B2OC(C(O2)(C)C)(C)C)=O